OC=1C=C(C2=C(OC(OC2=O)(CC(C)=O)C2=CC=C(C=C2)OC)C1C1C=C(CCC1C(=C)C)C)CCCCC 7-hydroxy-2-(4-methoxyphenyl)-8-(3-methyl-6-(prop-1-en-2-yl)cyclohex-2-en-1-yl)-2-(2-oxopropyl)-5-pentyl-4H-benzo[d][1,3]dioxin-4-one